C(N)(OC(C)(C)C)=O.C(N)(OC1=C(C2=C(N=C(N=C2)Cl)N1C1=C(C(=CC=C1C)OC)C)C#N)=O tert-butyl (2-chloro-5-cyano-7-(3-methoxy-2,6-dimethylphenyl)-7H-pyrrolo[2,3-d]pyrimidin-6-yl) dicarbamate